OC[C@@H](C[C@H]1C2(C3=CC=CC=C3C1)CCC(CC2)=O)C (2'R)-2'-[(2R)-3-hydroxy-2-methylpropyl]-2',3'-dihydrospiro[cyclohexane-1,1'-inden]-4-one